N-(3-bromopropyl)-4-methylbenzenesulfonamide BrCCCNS(=O)(=O)C1=CC=C(C=C1)C